3-(4-((4-(isopentylamino)butyl)(pentyl)amino)-1-oxoisoindolin-2-yl)piperidine-2,6-dione C(CC(C)C)NCCCCN(C1=C2CN(C(C2=CC=C1)=O)C1C(NC(CC1)=O)=O)CCCCC